2-(2-(2-Aminoethoxy)ethoxy)ethan-1-ol tert-butyl-N-[[1-(2-fluorophenyl)-4-piperidyl]amino]carbamate C(C)(C)(C)N(C(=O)OCCOCCOCCN)NC1CCN(CC1)C1=C(C=CC=C1)F